C(CCC=O)=O butan-1,4-dione